COC([C@@H](NC(CNC(=O)OCC1C2=CC=CC=C2C2=CC=CC=C12)=O)CC(C)C)=O Fmoc-glycyl-leucine methyl ester